ClC=1C(=NC(=NC1)N[C@H]1[C@@H](COCC1)O)C=1C=C2C3=C(C=NC2=C(C1)F)CC1CCC3N1C(=O)OC(C)(C)C tert-butyl 2-(5-chloro-2-(((3S,4R)-3-hydroxytetrahydro-2H-pyran-4-yl) amino) pyrimidin-4-yl)-4-fluoro-8,9,10,11-tetrahydro-7H-8,11-epiminocyclohepta[c]quinoline-12-carboxylate